methyl (S)-2-(1-oxoisoindolin-2-yl)-2-phenylacetate O=C1N(CC2=CC=CC=C12)[C@H](C(=O)OC)C1=CC=CC=C1